3-(Trifluoromethyl)-4-fluoro-phenol FC(C=1C=C(C=CC1F)O)(F)F